2-[6-[[6-(trifluoromethyl)pyridazin-3-yl]methyl]-2-azaspiro[3.3]heptane-2-carbonyl]-7-oxa-2,5-diazaspiro[3.4]octan-6-one FC(C1=CC=C(N=N1)CC1CC2(CN(C2)C(=O)N2CC3(C2)NC(OC3)=O)C1)(F)F